carbamic acid tert-butyl ester trifluoromethyl-acetate (trifluoromethylacetate) FC(F)(F)CC(=O)O.FC(F)(F)OC(C)=O.C(C)(C)(C)OC(N)=O